ethyl 2-(4-acetyl-2-((7-(2-((1,1-dimethylethylsulfinamido)methyl)-3-fluoropyridin-4-yl)-2-fluorobenzofuran-5-yl)methoxy)phenyl)acetate C(C)(=O)C1=CC(=C(C=C1)CC(=O)OCC)OCC=1C=C(C2=C(C=C(O2)F)C1)C1=C(C(=NC=C1)CNS(=O)C(C)(C)C)F